N-ethyl-N-methyl-2-[2-(2-{[(s)-3-methyl-1-piperidyl]methyl}-4-cyclopropyl-7-oxo-1,6-dihydro-1,6-diaza-6-indenyl)-6-cyclopropyl-4-pyridyl]-5-fluorobenzamide C(C)N(C(C1=C(C=CC(=C1)F)C1=CC(=NC(=C1)C1CC1)N1C=C(C=2C=C(NC2C1=O)CN1C[C@H](CCC1)C)C1CC1)=O)C